4,4''-bis(3,6-dimethyl-9H-carbazol-9-yl)-4',5'-bis(4-(3,6-dimethyl-9H-carbazol-9-yl)phenyl)-6'-(1-phenyl-1H-benzo[d]imidazol-2-yl)-[1,1':2',1''-terphenyl]-3'-carbonitrile CC=1C=CC=2N(C3=CC=C(C=C3C2C1)C)C1=CC=C(C=C1)C1=C(C(=C(C(=C1C1=NC2=C(N1C1=CC=CC=C1)C=CC=C2)C2=CC=C(C=C2)N2C1=CC=C(C=C1C=1C=C(C=CC21)C)C)C2=CC=C(C=C2)N2C1=CC=C(C=C1C=1C=C(C=CC21)C)C)C#N)C2=CC=C(C=C2)N2C1=CC=C(C=C1C=1C=C(C=CC21)C)C